1'-{2-[3-(difluoromethyl)-4-methanesulfonylphenoxy]ethyl}-1-(2-hydroxyethyl)-2-oxo-1,2-dihydrospiro[indole-3,4'-piperidine]-5-carbonitrile FC(C=1C=C(OCCN2CCC3(CC2)C(N(C2=CC=C(C=C23)C#N)CCO)=O)C=CC1S(=O)(=O)C)F